(S)-2-(5,5-difluoro-1-(6-(5-(hydroxymethyl)-1-methyl-1H-1,2,3-triazol-4-yl)-2-methylpyridin-3-yl)piperidin-3-yl)acetic acid FC1(C[C@@H](CN(C1)C=1C(=NC(=CC1)C=1N=NN(C1CO)C)C)CC(=O)O)F